FC(CC1CNCC1)(F)F 3-(2,2,2-trifluoroethyl)pyrrolidine